tris(4-fluoromethylphenyl)borane FCC1=CC=C(C=C1)B(C1=CC=C(C=C1)CF)C1=CC=C(C=C1)CF